3-((5-bromo-3-nitropyridin-2-yl)oxy)propan-1-ol tert-butyl-(3R)-3-(6-amino-8-oxo-7,8-dihydro-9H-purin-9-yl)pyrrolidine-1-carboxylate C(C)(C)(C)C1N(CC[C@H]1N1C2=NC=NC(=C2NC1=O)N)C(=O)OCCCOC1=NC=C(C=C1[N+](=O)[O-])Br